CN1C(CCC1)=S N-Methylthiopyrrolidone